(R)-4-{6-[5-(2-(2,4-dimethyl-3-oxopiperazin-1-yl)ethoxy)pyridin-2-yl]quinolin-2-yl}-6-methyl-1-tosyl-1H-pyrrolo[2,3-c]pyridin-7(6H)-one C[C@H]1N(CCN(C1=O)C)CCOC=1C=CC(=NC1)C=1C=C2C=CC(=NC2=CC1)C=1C2=C(C(N(C1)C)=O)N(C=C2)S(=O)(=O)C2=CC=C(C)C=C2